ClC1=NC=C(C(=C1)C1=C(C=NC(=C1)C)C(=O)NC=1SC(=NN1)OC)CO 2'-chloro-5'-(hydroxymethyl)-N-(5-methoxy-1,3,4-thiadiazol-2-yl)-6-methyl-(4,4'-bipyridine)-3-carboxamide